Cl.C(C)N=C=NCCCN(C)C N1-((ethylimino)-methylene)-N3,N3-dimethylpropane-1,3-diamine hydrochloride